tri(t-butyl)amine C(C)(C)(C)N(C(C)(C)C)C(C)(C)C